CC1=C(OC2=C(C=C(C=C2C1=O)C)[C@@H](C)NC1=CC=C(C(=C1C#N)F)F)C1=NC=CC=C1 6-[[(1R)-1-[3,6-Dimethyl-4-oxo-2-(2-pyridyl)chromen-8-yl]ethyl]amino]-2,3-difluoro-benzonitrile